2-amino-6-fluoro-N-(5-fluoro-4-(1-(oxetan-3-yl)piperidin-4-yl)pyridin-3-yl)pyrazolo[1,5-a]pyrimidine-3-carboxamide NC1=NN2C(N=CC(=C2)F)=C1C(=O)NC=1C=NC=C(C1C1CCN(CC1)C1COC1)F